C(C)(C)OC(=O)N1C(CCCC1C)C N-(isopropoxycarbonyl)-2,6-dimethyl-piperidine